C12(C(C[C@H](CC1)C(C)C)O2)C (4S)-1,2-epoxy-p-menthane